2,2'-bis(carboxymethyloxy)-1,1'-binaphthyl C(=O)(O)COC1=C(C2=CC=CC=C2C=C1)C1=C(C=CC2=CC=CC=C12)OCC(=O)O